NC1=C2N=C(N(C2=NC=N1)CCCS(=O)(=O)NC(C)C)SC=1C=C2C(CCC2=CC1I)=O 3-(6-amino-8-((6-iodo-3-oxo-2,3-dihydro-1H-inden-5-yl)thio)-9H-purin-9-yl)-N-isopropylpropane-1-sulfonamide